BrC1=CC=C(C(=N1)N1NC=NC1=O)C (6-bromo-3-methyl-2-pyridinyl)-1H-1,2,4-triazol-5-one